C1(CCCC1)S(=O)(=O)C1=CC=C(C(=O)OC2CN(C2)C=2N=C(C3=C(N2)CC[S+]3[O-])N(C3CCOCC3)C)C=C1 [1-[4-[methyl(tetra-hydropyran-4-yl)amino]-5-oxido-6,7-dihydro-thieno[3,2-d]pyrimidin-5-ium-2-yl]azetidin-3-yl] 4-cyclopentyl-sulfonylbenzoate